N1(CCCC1)C(COCCN(CCN)C)C 2-[2-(1-pyrrolidinyl)propoxy]ethyl-N-methyl-N-(2-aminoethyl)-amine